O(C1=CC=CC=C1)[S] phenoxy(sulfur)